bis-aminoterephthalic acid NC=1C(=C(C(=O)O)C=CC1C(=O)O)N